4-((R)-hexahydropyrazino[2,1-c][1,4]oxazin-8(1H)-yl)-3-(3-((tetrahydro-2H-pyran-2-yl)oxy)propoxy)phenylboronic acid pinacol ester C1OCCN2[C@@H]1CN(CC2)C2=C(C=C(C=C2)B2OC(C)(C)C(C)(C)O2)OCCCOC2OCCCC2